CN(C=1C(=CC2=C(N=C(N=C2N[C@H](C)C2=CC(=CC(=C2)C(F)(F)F)[N+](=O)[O-])C)N1)C1=CC=NC=C1)C (R)-N7,N7,2-trimethyl-N4-(1-(3-nitro-5-(trifluoromethyl)phenyl)ethyl)-6-(pyridin-4-yl)pyrido[2,3-d]pyrimidine-4,7-diamine